ClC1=NC2=CC=C(C=C2C(=N1)NC([2H])([2H])C1(COC1)N(CC1=CC=CC=C1)CC1=CC=CC=C1)C 2-chloro-N-((3-(dibenzylamino)oxetan-3-yl)methyl-d2)-6-methylquinazolin-4-amine